6-(2,3-dichlorophenyl)-3-hydroxy-5-methylpyrazine-2-carboxylic acid ethyl ester C(C)OC(=O)C1=NC(=C(N=C1O)C)C1=C(C(=CC=C1)Cl)Cl